ClC1=CC(=C(C=C1)C1C(C(N(C1CC(C)(C)C)CCF)C(=O)O)C1=CC(=CC=C1)Cl)F 4-(4-chloro-2-fluorophenyl)-3-(3-chlorophenyl)-1-(2-fluoroethyl)-5-neopentylpyrrolidine-2-carboxylic acid